5,13,17-trimethylhentriacontane CC(CCCC)CCCCCCCC(CCCC(CCCCCCCCCCCCCC)C)C